[Si](C1=CC=CC=C1)(C1=CC=CC=C1)(C(C)(C)C)OCC(C)O 1-((tert-butyldiphenylsilyl)oxy)propan-2-ol